(6-(hydroxymethyl)pyridin-2-yl)propan-2-ol tert-butyl-(4S)-4-[(3Z)-3-[(S)-tert-butylsulfinyl]iminopropyl]-2,2-dimethyl-pyrrolidine-1-carboxylate C(C)(C)(C)C1C(N(C[C@H]1CC\C=N/[S@@](=O)C(C)(C)C)C(=O)OC(CC1=NC(=CC=C1)CO)C)(C)C